CN(C(=O)O[C@H]1/C=C/C[C@@H]([C@H](CC1)C(=O)OC)NC(=O)OCC[Si](C)(C)C)C Methyl (1S,2S,4E,6R)-6-((dimethylcarbamoyl)oxy)-2-(((2-(trimethyl silyl)ethoxy)carbonyl)amino)cyclooct-4-ene-1-carboxylate